N-{7-methoxy-1H,2H,3H-cyclopenta[b]quinolin-9-yl}piperidin-4-amine COC1=CC=2C(=C3C(=NC2C=C1)CCC3)NC3CCNCC3